(R)-(4-(7-(difluoromethyl)pyrazolo[1,5-a]pyridin-2-yl)-6,7-dihydro-1H-imidazo[4,5-c]pyridin-5(4H)-yl)(5-(2-methylpyridin-3-yl)-1,3,4-oxadiazol-2-yl)methanone FC(C1=CC=CC=2N1N=C(C2)[C@@H]2N(CCC1=C2N=CN1)C(=O)C=1OC(=NN1)C=1C(=NC=CC1)C)F